C(C=C)(=O)NC=1C(=CC(=C(C1)NC1=NC=C(C(=N1)C1=CN(C2=CC=CC=C12)C)C(=O)OC(C)C)OC)N1CC2CN(CC2C1)C Isopropyl 2-((5-acrylamido-2-methoxy-4-(5-methylhexahydropyrrolo[3,4-c]pyrrol-2(1H)-yl)phenyl)amino)-4-(1-methyl-1H-indol-3-yl)pyrimidine-5-carboxylate